CO[C@H](CNCC1=NC=2C(=CN(C(C2N1)=O)C1=NC(=CC(=C1)C1=C(C=C(C=C1)F)C=1N=COC1C)C1CC1)C(F)(F)F)C 2-{[(S)-2-methoxypropylamino]methyl}-5-{6-cyclopropyl-4-[4-fluoro-2-(5-methyl-1,3-oxazol-4-yl)phenyl]-2-pyridyl}-7-(trifluoromethyl)-3,5-dihydro-1,3,5-triaza-4-indenone